CNC(C1=C(C=C(C=C1)C1=NN(C(C=C1)=O)CCC=1C=C2C=C(C=NC2=CC1)C=1C=NN(C1)C1CCNCC1)C(F)(F)F)=O N-methyl-4-(6-oxo-1-(2-(3-(1-(piperidin-4-yl)-1H-pyrazol-4-yl)quinolin-6-yl)ethyl)-1,6-dihydropyridazin-3-yl)-2-(trifluoromethyl)benzamide